2-[2-(4-chloro-phenyl)-benzimidazol-1-yl]-N-cyclohexyl-2-(3-fluoro-phenyl)-acetamide ClC1=CC=C(C=C1)C1=NC2=C(N1C(C(=O)NC1CCCCC1)C1=CC(=CC=C1)F)C=CC=C2